ClC=1N=C(C2=C(N1)N(C=C2)[C@@H]2O[C@H]([C@H]([C@H]2O)O)C(OC)P(=O)(OCC)OCC)NC2CCCC2 (2R,3R,4S,5R)-2-[2-chloro-4-(cyclopentyl-amino)pyrrolo[2,3-d]-pyrimidin-7-yl]-5-(diethoxyphosphoryl-methoxymethyl)tetra-hydrofuran-3,4-diol